6-(6-ethynyl-4,5-dimethylpyridin-3-yl)-5-{3-fluoro-4-[(4-methylpyrimidin-2-yl)oxy]phenyl}-7-methyl-7H-pyrrolo[2,3-d]pyrimidin-4-amine C(#C)C1=C(C(=C(C=N1)C1=C(C2=C(N=CN=C2N)N1C)C1=CC(=C(C=C1)OC1=NC=CC(=N1)C)F)C)C